1-(5-((4-(6-fluorobenzo[d]isoxazol-3-yl)piperidin-1-yl)methyl)-1-oxoisoindolin-2-yl)dihydropyrimidine-2,4(1H,3H)-dione FC1=CC2=C(C(=NO2)C2CCN(CC2)CC=2C=C3CN(C(C3=CC2)=O)N2C(NC(CC2)=O)=O)C=C1